COC(=O)C=1N(C=C(C(C1OCC1=CC=CC=C1)=O)C(NCC1=C(C=C(C=C1)F)F)=O)NC(=O)OC(C)(C)C 3-(benzyloxy)-1-((tert-butoxycarbonyl)amino)-5-((2,4-difluorobenzyl)carbamoyl)-4-oxo-1,4-dihydropyridine-2-carboxylic acid methyl ester